propargyl-trans-cyclooctene C(C#C)C1=CCCCCCC1